cobalt-tantalum zirconium [Zr].[Ta].[Co]